COC(=O)C=1N=NN(C1OC1=CC=C(C=C1)F)CC1=CC=C(C=C1)OC 5-(4-fluorophenoxy)-1-(4-methoxybenzyl)-1H-1,2,3-triazole-4-carboxylic acid methyl ester